OC(C(=O)O)C(C)(C)O 2,3-dihydroxyl-isovaleric acid